5-(1-methyl-3-(trifluoromethyl)-1H-pyrazol-4-yl)-2-((6-methylpyridin-2-yl)methyl)-3,4-dihydroisoquinolin-1(2H)-one CN1N=C(C(=C1)C1=C2CCN(C(C2=CC=C1)=O)CC1=NC(=CC=C1)C)C(F)(F)F